8-Methyl-5,6,7,8-Tetrahydropyrazolo[5,1-b][1,3]Oxazepine-3-Carboxylic Acid CC1N2C(OCCC1)=C(C=N2)C(=O)O